CN(C1CCC(CC1)NC1=NC=2N(C(C(=NC2C=N1)C1=CC(=C(C=C1)NS(=O)(=O)CC1CC2(C1)CCC2)F)=O)C(C)C)C N-[4-[2-[[4-(dimethyl-amino)cyclohexyl]-amino]-8-isopropyl-7-oxo-pteridin-6-yl]-2-fluoro-phenyl]-1-spiro-[3.3]heptan-2-yl-methanesulfonamide